Tert-Butyl cis-2-(3-iodobenzyl)-3-((methylsulfonyl)amino)piperidine-1-carboxylate IC=1C=C(C[C@@H]2N(CCC[C@@H]2NS(=O)(=O)C)C(=O)OC(C)(C)C)C=CC1